ethyl-4-aminocinnamic acid C(C)C(C(=O)O)=CC1=CC=C(C=C1)N